O=C1NC(CCC1N1C(C2=CC=CC(=C2C1=O)NCCOCCOCCOCCNC(OC(C)(C)C)=O)=O)=O tert-butyl (2-(2-(2-(2-((2-(2,6-dioxopiperidin-3-yl)-1,3-dioxoisoindolin-4-yl)amino)ethoxy)ethoxy)ethoxy)ethyl)carbamate